4-{[5-(5-chloroindol-1-yl)pyridin-3-yl]methyl}-3-fluoropyridin-2-amine ClC=1C=C2C=CN(C2=CC1)C=1C=C(C=NC1)CC1=C(C(=NC=C1)N)F